1,3,5-tripropyl-hexahydro-s-triazine C(CC)N1CN(CN(C1)CCC)CCC